(S)-N-((S)-1-(3-chloro-2,4-difluorophenyl)-3-(4-chlorophenyl)propyl)-2-oxoimidazolidine-4-carboxamide ClC=1C(=C(C=CC1F)[C@H](CCC1=CC=C(C=C1)Cl)NC(=O)[C@H]1NC(NC1)=O)F